(1S)-2,2,2-trifluoro-1-phenyl-ethanol FC([C@@H](O)C1=CC=CC=C1)(F)F